[2'-hydroxy-5'-methylphenyl]benzotriazole OC1=C(C=C(C=C1)C)C1=CC=CC=2NN=NC21